7-(sec-butyl)-2-chloro-5-iodo-7H-pyrrolo[2,3-d]pyrimidine C(C)(CC)N1C=C(C2=C1N=C(N=C2)Cl)I